[N+](=O)([O-])C=1C=NN(C1)C1C(CNCC1)O 4-(4-nitro-1H-pyrazol-1-yl)piperidin-3-ol